COC=1C=C2CCN=C(C2=CC1OC)CC(=C)C 6,7-dimethoxy-1-(2-methylallyl)-3,4-dihydro-isoquinoline